4-butyl-gamma-butyrolactone C(CCC)C1CCC(=O)O1